N-methyl-3-(2-methyl-5-((1-methyl-2-(trifluoromethyl)-1H-imidazol-4-yl)amino)pyridin-3-yl)-1,6-naphthyridin-7-amine CNC1=NC=C2C=C(C=NC2=C1)C=1C(=NC=C(C1)NC=1N=C(N(C1)C)C(F)(F)F)C